O1C(=C(C=C1)C(=O)O)C(=O)O.C(CCC)(N)N butanediamine furandicarboxylate salt